2-[[6,7-dichloro-3-(1-tetrahydropyran-2-ylpyrazol-4-yl)-1H-indol-4-yl]oxy]acetonitrile ClC1=CC(=C2C(=CNC2=C1Cl)C=1C=NN(C1)C1OCCCC1)OCC#N